C(C)SC(=O)SC(C(=O)O)CCC ((ethylthio)carbonylthio)pentanoic acid